(9-chloro-10H-phenoxazin-3-yl)methylamine ClC=1C=CC=C2OC=3C=C(C=CC3NC12)CN